C(C(C)(C)C)(=O)C1=NC2=C3N=CC=CC3=CC=C2C=C1 2-pivaloyl-1,10-phenanthroline